[C@H]12CN(C[C@H](CC1)N2)C2=NC(=NC1=C(C(=C(C=C21)Cl)C=2C=C(C=C1CCC(C21)C)O)F)OC[C@]21CCCN1C[C@@H](C2)F 7-(4-((1R,5S)-3,8-diazabicyclo[3.2.1]octan-3-yl)-6-chloro-8-fluoro-2-(((2R,7aS)-2-fluorotetrahydro-1H-pyrrolizin-7a(5H)-yl)methoxy)quinazolin-7-yl)-1-methyl-2,3-dihydro-1H-inden-5-ol